CC(CC(=O)O)CC(=O)O 3-Methylpentanedioic acid